5-bromo-3,3-bis(6-(((2R)-2-hydroxy-4-methylpentyl)oxy)-2H-1,3-benzodioxol-5-yl)-2,3-dihydro-1H-indol-2-one BrC=1C=C2C(C(NC2=CC1)=O)(C1=CC2=C(OCO2)C=C1OC[C@@H](CC(C)C)O)C1=CC2=C(OCO2)C=C1OC[C@@H](CC(C)C)O